C(=O)(O)CN(CC(=O)O)CC(C)NCC(=O)O N-(carboxymethyl)-N-[2-[(carboxymethyl)amino]propyl]-glycine